C(C)(C)C1=NC(=CC=C1C=1C=C(C(N(C1)C)=O)C)N1CCN(CC1)C1=NC=2CCNCC2C=C1 5-[2-isopropyl-6-[4-(5,6,7,8-tetrahydro-1,6-naphthyridin-2-yl)piperazin-1-yl]-3-pyridinyl]-1,3-dimethyl-pyridin-2-one